C(C1=CC=CC=C1)N1CCN(CC1)CCC(=O)NC=1SC=C(N1)C1=CC=C(C=C1)C 3-(4-benzylpiperazin-1-yl)-N-(4-(4-Methylphenyl)thiazol-2-yl)propionamide